BrC=1C(=CC2=C(OCO2)C1)C1NC=2C=CC(=CC2C2C1CC=C2)C(C)=O (4-(6-bromobenzo[d][1,3]dioxol-5-yl)-3a,4,5,9b-tetrahydro-3H-cyclopenta[c]quinolin-8-yl)ethan-1-one